(1S,3R,5S,6R,7S,10R,11S,12R)-5-[(2-bromoethyl)oxy]-1,6,10-trimethyl-2,4,13,14-tetraoxatetracyclo[9.3.2.03,12.07,12]hexadecane BrCCO[C@H]1O[C@@H]2O[C@]3(OO[C@@]24[C@H]([C@@H](CC[C@H]4[C@H]1C)C)CC3)C